N[C@H]1C[C@H](N(C1)C(=O)OC(C)(C)C)C(=O)O (2S,4S)-4-amino-1-tert-butoxycarbonyl-pyrrolidine-2-carboxylic acid